NC1=NC2=C(C=3C=C(C=NC13)CCC1=C(C=C(OCCCCC(F)(F)P(O)(O)=O)C=C1)C)C=CC(=C2)C 5-(4-(2-(5-amino-8-methylbenzo[f][1,7]naphthyridin-2-yl)ethyl)-3-methylphenoxy)-1,1-difluoropentylphosphonic acid